8-((2s,5r)-4-(6-fluoroquinolin-4-yl)-2,5-dimethylpiperazin-1-yl)-5-methyl-6-oxo-5,6-dihydro-1,5-naphthyridine-2-carbonitrile FC=1C=C2C(=CC=NC2=CC1)N1C[C@@H](N(C[C@H]1C)C1=CC(N(C=2C=CC(=NC12)C#N)C)=O)C